ClC1=CC=C(C=C1)C=1N=C2N(C=CC=N2)C1CN1C2CCN(C(C1)CC2)C=O [6-{[2-(4-chlorophenyl)imidazo[1,2-a]pyrimidin-3-yl]methyl}-2,6-diazabicyclo[3.2.2]non-2-yl]methanone